NC1=C(C=C(C=N1)NC(C(=O)N1[C@H](CC[C@@H](C1)C)C=1C=CC2=C(N=C(S2)C2CCN(CC2)C)C1)=O)[C@@H]1COCC1 N-[6-amino-5-[(3R)-tetrahydrofuran-3-yl]-3-pyridyl]-2-[(2R,5S)-5-methyl-2-[2-(1-methyl-4-piperidyl)-1,3-benzothiazol-5-yl]-1-piperidyl]-2-oxo-acetamide